N-(3-(5,5-dimethyl-5H-dibenzo[b,d]silol-3-yl)phenyl)-N-phenyl-[1,1':4',1''-terphenyl]-3-amine C[Si]1(C2=C(C3=C1C=CC=C3)C=CC(=C2)C=2C=C(C=CC2)N(C=2C=C(C=CC2)C2=CC=C(C=C2)C2=CC=CC=C2)C2=CC=CC=C2)C